[N+](=O)([O-])NC(NCCC[C@H](N)C(=O)O)=N (S)-N(omega)-nitro-arginine